tert-butyl 4-[2-(difluoromethyl)-6-(methylcarbamoyl)-3-pyridyl]piperazine-1-carboxylate FC(C1=NC(=CC=C1N1CCN(CC1)C(=O)OC(C)(C)C)C(NC)=O)F